The molecule is a quercetin O-glucoside that is quercetin attached to a 6-O-malonyl-beta-D-glucopyranosyl residue at position 3 via a glycosidic linkage. It has a role as a plant metabolite and a metabolite. It is a quercetin O-glucoside, a malonate ester, a beta-D-glucoside, a monosaccharide derivative and a tetrahydroxyflavone. C1=CC(=C(C=C1C2=C(C(=O)C3=C(C=C(C=C3O2)O)O)O[C@H]4[C@@H]([C@H]([C@@H]([C@H](O4)COC(=O)CC(=O)O)O)O)O)O)O